3-(5-fluoro-2-methylbenzyl)-6-((R)-3-hydroxypyrrolidin-1-yl)isobenzofuran-1(3H)-one hydrochloride Cl.FC=1C=CC(=C(CC2OC(C3=CC(=CC=C23)N2C[C@@H](CC2)O)=O)C1)C